ClC=1C(N(C(=CC1[C@@H]1[C@H](C1)C(=O)[O-])C)C1=CC(=NC=C1C)C1=C(C(=CC=C1)NC(=O)C1(CC1)C)F)=O (1S,2S)-2-(3-chloro-2'-(2-fluoro-3-(1-methylcyclopropane-1-carboxamido)phenyl)-5',6-dimethyl-2-oxo-2H-[1,4'-bipyridin]-4-yl)cyclopropane-1-carboxylate